C(CCC)OB1OC=CC1 2-butoxy-1,2-oxaborole